dihydroxycarbonyltetracyclo[4.4.0.12,5.17,10]dodec-3-ene OC(=O)C1=C(C2C3C4CCC(C3C1C2)C4)C(=O)O